(E)-2-(ethyl(4-((4-nitrophenyl)diazenyl)phenyl)amino)ethan-1-ol C(C)N(CCO)C1=CC=C(C=C1)\N=N\C1=CC=C(C=C1)[N+](=O)[O-]